BrC1=CC2=C(N=C(S2)NC2=NC=CC(=C2)CN2CCN(CC2)C)C=C1 2-((6-bromobenzo[d]thiazol-2-yl)amino)-4-(4-methylpiperazinomethyl)pyridine